(6-(4-methyl-4H-1,2,4-triazol-3-yl)-2-azaspiro[3.3]heptan-2-yl)-3-(pyridin-3-yl)benzonitrile CN1C(=NN=C1)C1CC2(CN(C2)C2=C(C#N)C=CC=C2C=2C=NC=CC2)C1